calcium-Calcium [Ca].[Ca]